ClC1=CC=C2C(=CNC2=C1SC(F)F)S(=O)(=O)NC1=NC(=C(C(=N1)OC)CCC#N)OC 6-chloro-N-[5-(2-cyanoethyl)-4,6-dimethoxy-pyrimidin-2-yl]-7-(difluoromethylthio)-1H-indole-3-sulfonamide